N1C(=NC2=C1C=CC=C2)C=2C=C(C=CC2)NC(=S)NNC(=O)C=2N=NC=CC2 N-(3-(1H-benzo[d]imidazol-2-yl)phenyl)-2-(pyridazine-3-carbonyl)hydrazine-1-carbothioamide